tert-butyl 4-(5-(2-bromobenzo[d]thiazol-6-yl)pyridin-2-yl)piperazine-1-carboxylate BrC=1SC2=C(N1)C=CC(=C2)C=2C=CC(=NC2)N2CCN(CC2)C(=O)OC(C)(C)C